(R)-N-(4,4-difluoro-1-(oxetan-3-yl)pyrrolidin-3-yl)-6-fluoro-4-methoxy-5-(1-(2,2,2-trifluoroethyl)-1H-benzo[d][1,2,3]triazol-6-yl)pyrrolo[2,1-f][1,2,4]triazin-2-amine FC1([C@@H](CN(C1)C1COC1)NC1=NN2C(C(=N1)OC)=C(C(=C2)F)C=2C=CC1=C(N(N=N1)CC(F)(F)F)C2)F